[I-].[I-].C(CCC)N1CN(C2=C1C=CC=C2)C2=CC(=CC=C2)N2CN(C1=C2C=CC=C1)CCCC 1,3-bis(1-butylbenzimidazol-3-yl)benzene diiodide